(S)-N-(2,2-difluoro-1-(5-fluoro-6-(4-fluoro-2-(trifluoromethyl)phenyl)-1-(oxetan-3-yl)-1H-indol-3-yl)ethyl)cyclopropanesulfonamide FC([C@H](C1=CN(C2=CC(=C(C=C12)F)C1=C(C=C(C=C1)F)C(F)(F)F)C1COC1)NS(=O)(=O)C1CC1)F